C1OCC12CCN(CC2)CCCOC=2C(=C(C=CC2)C2=C(C(=CC=C2)COC2=CC(=C(C=O)C=C2Cl)O)C)C 4-((3'-(3-(2-oxa-7-azaspiro[3.5]non-7-yl)propoxy)-2,2'-dimethyl-[1,1'-biphenyl]-3-yl)methoxy)-5-chloro-2-hydroxybenzaldehyde